PALLADIUM NITROGEN 5,7-dichloro-4-ethyl-1,6-naphthyridine ClC1=C2C(=CC=NC2=CC(=N1)Cl)CC.[N].[Pd]